C(C1=CC=CC=C1)N1CCC2=CC(=CC=C12)B(O)O 1-(BENZYL)-5-INDOLINEBORONIC ACID